(R)-6-(4-fluoro-3-isopropyl-5-(2-methyl-4-(2-(methylsulfonyl)ethyl)piperazin-1-yl)-1H-pyrrolo[2,3-c]pyridin-2-yl)-8-methoxy-[1,2,4]triazolo[1,5-a]pyridine FC1=C2C(=CN=C1N1[C@@H](CN(CC1)CCS(=O)(=O)C)C)NC(=C2C(C)C)C=2C=C(C=1N(C2)N=CN1)OC